OC1=NC(=CC(=C1C)C)O 2,6-dihydroxy-3,4-di-methylpyridine